C(CCCCC)C(COC(CCCCCCCCC(CCCCCCCCC(=O)OCC(CCCCCCCC)CCCCCC)N(C(CCCN(C)C)=O)CCCCCCCCCC)=O)CCCCCCCC bis(2-hexyldecyl)10-(N-decyl-4-(dimethylamino)butanamido)nonadecanedioate